NC=1C(=NC(=CC1)F)C(=O)OCC ethyl 3-amino-6-fluoropyridine-2-carboxylate